NC=1NC(=NN1)C1=C(N[C@H](C)C=2C=C(C=C3C(C(=C(OC23)C2=CC=CC=C2)C)=O)C)C=CC=C1 8-[(1R)-1-[2-(5-Amino-4H-1,2,4-triazol-3-yl)anilino]ethyl]-3,6-dimethyl-2-phenyl-chromen-4-one